2-((2-ethyl-6-(2-(4-oxopiperidin-1-yl)pyrimidin-5-yl)imidazo[1,2-a]pyridin-3-yl)(methyl)amino)-4-(4-fluorophenyl)thiazole-5-carbonitrile C(C)C=1N=C2N(C=C(C=C2)C=2C=NC(=NC2)N2CCC(CC2)=O)C1N(C=1SC(=C(N1)C1=CC=C(C=C1)F)C#N)C